tert-butyl (S)-4-(2-(4-(4-chlorophenyl)-2,3,9-trimethyl-6H-thieno[3,2-f][1,2,4]triazolo[4,3-a][1,4]diazepin-6-yl)acetoxy)butanoate ClC1=CC=C(C=C1)C1=N[C@H](C=2N(C3=C1C(=C(S3)C)C)C(=NN2)C)CC(=O)OCCCC(=O)OC(C)(C)C